(((1r,4r)-4-methoxycyclohexyl)methoxy)methane COC1CCC(CC1)COC